4-((3-cyano-6-cyclopropylpyridin-2-yl)amino)indoline-1-carboxylic acid tert-butyl ester C(C)(C)(C)OC(=O)N1CCC2=C(C=CC=C12)NC1=NC(=CC=C1C#N)C1CC1